methyl N-[5-({4-[(2S)-2-{[8-(trifluoromethyl)quinazolin-4-yl]amino}propyl]piperazin-1-yl} sulfonyl)-1,3-thiazol-2-yl]carbamate FC(C=1C=CC=C2C(=NC=NC12)N[C@H](CN1CCN(CC1)S(=O)(=O)C1=CN=C(S1)NC(OC)=O)C)(F)F